OC1=CC=C(C=C1)C=1C2=CC=C(N2)C(=C2C=CC(C(=C3C=CC(=C(C=4C=CC1N4)C4=CC=C(C=C4)[N+](=O)[O-])N3)C3=CC=C(C=C3)[N+](=O)[O-])=N2)C2=CC=C(C=C2)[N+](=O)[O-] 5-(4-hydroxyphenyl)-10,15,20-tri(4-nitrophenyl)porphyrin